COC=1C=C2CCN3[C@@H](C2=CC1OC)C[C@H]([C@@H](C3)CC(C)C)COC(=O)[C@H]3CNCC3.ClCC(=O)C3(CC3)Cl 2-chloro-1-(1-chlorocyclopropyl)ethanone [(2R,3S,11bR)-9,10-dimethoxy-3-(2-methylpropyl)-1H,2H,3H,4H,6H,7H,11bH-pyrido[2,1-a]isoquinolin-2-yl]methyl-(3R)-pyrrolidine-3-carboxylate